ClC1=CC2=C(C(=N1)C1=CC(=CC3=C1N(C(=N3)C)C[C@H](CN(C(OC(C)(C)C)=O)C)OC)F)COC2 tert-butyl N-[(2R)-3-[7-(6-chloro-1,3-dihydrofuro[3,4-c]pyridin-4-yl)-5-fluoro-2-methyl-benzimidazol-1-yl]-2-methoxy-propyl]-N-methyl-carbamate